FC=1C(=NC=C(C1)F)CNC(=O)C1=CN=C(S1)N1CCC(CC1)N1C[C@H](CCC1)C(F)(F)F N-[(3,5-Difluoropyridin-2-yl)methyl]-2-[(3S)-3-(trifluoromethyl)[1,4'-bipiperidin]-1'-yl]-1,3-thiazole-5-carboxamide